carboxymethyl-triphenylphosphine Chloride [Cl-].C(=O)(O)CC1=C(C=CC=C1)P(C1=CC=CC=C1)C1=CC=CC=C1